ClC1=C(C=C(C=C1)C1=CC(=CC=C1)COC=1C=C2CN(C(C2=CC1)=O)C1CC(CC1)O)C(=O)OC1[C@@H]([C@H]([C@@H]([C@H](O1)C(=O)OCC=C)O)O)O Allyl (2S,3S,4S,5R)-6-((4-chloro-3'-(((2-(3-hydroxycyclopentyl)-1-oxoisoindolin-5-yl)oxy)methyl)-[1,1'-biphenyl]-3-carbonyl)oxy)-3,4,5-trihydroxytetrahydro-2H-pyran-2-carboxylate